COC1=C(C=C(C=C1)N1CC2(COC2)C1)S(=O)(=O)N 2-methoxy-5-(2-oxa-6-azaspiro[3.3]heptan-6-yl)benzenesulfonamide